2-[4-[6-[5-(3-chlorophenyl)-1H-imidazol-4-yl]-1,5-naphthyridin-3-yl]piperazin-2-yl]acetic acid ClC=1C=C(C=CC1)C1=C(N=CN1)C=1N=C2C=C(C=NC2=CC1)N1CC(NCC1)CC(=O)O